Cl.CNOC N,O-dimethyl-hydroxylamine hydrochloride salt